C(=O)(OCC1=CC=CC=C1)NCC(=O)N1[C@@H](CCC1)C(=O)O N-Cbz-glycyl-L-proline